C(C)(=O)O[C@@H](CC)[C@H]1O[C@H]([C@@H](C1)OC(C)=O)N1C2=NC(=NC=C2N(C1=O)CCC)N (S)-1-((2S-4R-5R)-4-Acetoxy-5-(2-amino-8-oxo-7-propyl-7,8-dihydro-9H-purin-9-yl)tetrahydrofuran-2-yl)propyl acetate